C(C)(C)(C)OC(=O)N1[C@@H](C[C@H](C1)O)C=1SC2=C(N1)C=CC(=C2)Cl (2s,4r)-(6-chlorobenzo[d]thiazol-2-yl)-4-hydroxypyrrolidine-1-carboxylic acid tert-butyl ester